ClC=1C=C(C=CC1N1C(N(C=C1)C[2H])=O)C1=C(C(=CC(=C1)F)C1=CC(=NC=C1)N1C[C@H](CC1)NC)O (S)-1-(3-chloro-5'-fluoro-2'-hydroxy-3'-(2-(3-(methylamino)pyrrolidin-1-yl)pyridin-4-yl)-[1,1'-biphenyl]-4-yl)-3-(deuteromethyl)-1H-imidazol-2(3H)-one